COC(C1=C(C(=CC=C1)S(=O)(=O)N1C(CCC2=CC(=CC=C12)I)CC)OCC1CCOCC1)=O ((6-iodo-2-ethyl-3,4-dihydroquinolin-1(2H)-yl)sulfonyl)-2-((tetrahydro-2H-pyran-4-yl)methoxy)benzoic acid methyl ester